(S)-2-amino-N-(5-(4-(hydroxymethyl)-1-methyl-1H-pyrazol-5-yl)pyridin-2-yl)-2-((1r,4S)-4-methylcyclohexyl)acetamide N[C@H](C(=O)NC1=NC=C(C=C1)C1=C(C=NN1C)CO)C1CCC(CC1)C